4,8-Diamino-1,5-Dihydroxy-9,10-Dioxoanthracen-2-Sulfonat NC1=CC(=C(C=2C(C3=C(C=CC(=C3C(C12)=O)O)N)=O)O)S(=O)(=O)[O-]